N1C(=CC=C1CCN)CCN 5-pyrrolediethylamine